2-(4,4-difluoroazepan-1-yl)-6-methyl-N-(2-sulfamoylpyridin-4-yl)-5-(trifluoromethyl)-nicotinamide FC1(CCN(CCC1)C1=C(C(=O)NC2=CC(=NC=C2)S(N)(=O)=O)C=C(C(=N1)C)C(F)(F)F)F